NC=1C=C(C=C(C1)C(F)(F)F)[C@@H](C)NC1=NC(=NC2=CC(=C(C=C12)C1CCC(CC1)C(=O)O)OC)C (R)-4-(4-((1-(3-Amino-5-(trifluoromethyl)phenyl)ethyl)amino)-7-methoxy-2-methylquinazoline-6-yl)cyclohexane-1-carboxylic acid